Cl.C(C)NNCCCN(C)C N'-(ethylamino)-N,N-dimethylpropane-1,3-diamine hydrochloride